1-(9-(2-(2,6-dioxo-1-((2-(trimethylsilyl)ethoxy)methyl)piperidin-3-yl)-1-oxoisoindolin-4-yl)non-8-yn-1-yl)-3-methyl-1H-indazole-6-carboxamide O=C1N(C(CCC1N1C(C2=CC=CC(=C2C1)C#CCCCCCCCN1N=C(C2=CC=C(C=C12)C(=O)N)C)=O)=O)COCC[Si](C)(C)C